7-(2-chlorophenyl)benzothiazol-2-amine ClC1=C(C=CC=C1)C1=CC=CC=2N=C(SC21)N